N1(N=NC=C1)C1=CC2=C(N=C(S2)N)C=C1 6-(1H-1,2,3-triazol-1-yl)benzo[d]thiazol-2-amine